NC1=NC(=CC(=N1)N1C=CC2=CC(=CC=C12)O)C=1OC=CC1 1-[2-amino-6-(furan-2-yl)pyrimidin-4-yl]-1H-indol-5-ol